C(#N)C1=C(C=NC=C1)C1CN(C1)C(=O)OC(C)(C)C tert-butyl 3-(4-cyanopyridin-3-yl)azetidine-1-carboxylate